BrC1=C(N)C(=CC(=C1F)OC(F)F)C1=CC(=NC=C1)F 2-bromo-4-(difluoromethoxy)-3-fluoro-6-(2-fluoropyridin-4-yl)aniline